methyl-N-(5-methylthiazol-2-yl)-4-nitrobenzamide CC1=C(C(=O)NC=2SC(=CN2)C)C=CC(=C1)[N+](=O)[O-]